N-(5-amino-1-(thiazolo[4,5-c]quinolin-2-yl)pentyl)-2-(difluoromethoxy)benzamide NCCCCC(C=1SC2=C(C=NC=3C=CC=CC23)N1)NC(C1=C(C=CC=C1)OC(F)F)=O